C1(CC1)C(=O)C=1N=C2N(N1)[C@H](C[C@@H]2O)C2=CC=CC=C2 Cyclopropyl-[(5r,7s)-7-hydroxy-5-phenyl-6,7-dihydro-5H-pyrrolo[1,2-b][1,2,4]triazol-2-yl]methanone